C1NCC12NC(NC2)=O 2,5,7-triazaspiro[3.4]Octane-6-one